diphenyl-acrylketone tert-Butyl-4-[1-[4-[[5-chloro-4-[4-methoxy-2-[methyl(methylsulfonyl)amino]anilino]pyrimidin-2-yl]amino]-3-methoxy-phenyl]-4-piperidyl]piperazine-1-carboxylate C(C)(C)(C)OC(=O)N1CCN(CC1)C1CCN(CC1)C1=CC(=C(C=C1)NC1=NC=C(C(=N1)NC1=C(C=C(C=C1)OC)N(S(=O)(=O)C)C)Cl)OC.C1(=CC=CC=C1)C(=CC(=O)C(=O)C(=O)C=C(C1=CC=CC=C1)C1=CC=CC=C1)C1=CC=CC=C1